tert-Butyl 4-(6-chloro-8-fluoro-7-(2-fluoro-6-hydroxyphenyl)-2-(2-morpholinoethoxy)quinazolin-4-yl)piperazine-1-carboxylate ClC=1C=C2C(=NC(=NC2=C(C1C1=C(C=CC=C1O)F)F)OCCN1CCOCC1)N1CCN(CC1)C(=O)OC(C)(C)C